methyl 4-acetyl-1-naphthalenecarboxylate C(C)(=O)C1=CC=C(C2=CC=CC=C12)C(=O)OC